tert-butyl 5-amino-4-(5-(6-amino-5-(((1R,5S)-8-benzoyl-3,8-diazabicyclo[3.2.1]octan-3-yl)methyl)pyridin-2-yl)-1-oxoisoindolin-2-yl)-5-oxopentanoate NC(C(CCC(=O)OC(C)(C)C)N1C(C2=CC=C(C=C2C1)C1=NC(=C(C=C1)CN1C[C@H]2CC[C@@H](C1)N2C(C2=CC=CC=C2)=O)N)=O)=O